ethyl 8-bromo-7-methoxy-2-methyl-4,5-dihydrobenzo[g]indazole-3-carboxylate BrC1=CC2=C(CCC3=C(N(N=C23)C)C(=O)OCC)C=C1OC